FC([C@@H]1CC[C@H](CC1)C1=NC=CC(=C1)OCCN1CCC2(CS(C2)(=O)=O)CC1)(F)F 7-(2-((2-((trans)-4-(trifluoromethyl)cyclohexyl)pyridin-4-yl)oxy)ethyl)-2-thia-7-azaspiro[3.5]nonane 2,2-dioxide